ClC1=C(OC=2C=C3C4=C(NC3=CC2)CN(CC4(C)C)C(=O)OC)C(=CC(=C1)N1N=C(C(NC1=O)=O)C#N)Cl methyl 6-(2,6-dichloro-4-(6-cyano-3,5-dioxo-4,5-dihydro-1,2,4-triazin-2(3H)-yl)-phenoxy)-4,4-dimethyl-1,3,4,9-tetrahydro-2H-pyrido[3,4-b]indole-2-carboxylate